O1C(=NC2=C1C=CC=C2)C=2C(=C(C(=C(C2N2C1=CC=C(C=C1C=1C=C(C=CC21)C#N)C#N)N2C1=CC=C(C=C1C=1C=C(C=CC21)C#N)C#N)C2=NC(=NC(=N2)C2=CC=CC=C2)C2=CC=CC=C2)N2C1=CC=C(C=C1C=1C=C(C=CC21)C#N)C#N)N2C1=CC=C(C=C1C=1C=C(C=CC21)C#N)C#N 9,9',9'',9'''-(3-(benzo[d]oxazol-2-yl)-6-(4,6-diphenyl-1,3,5-triazin-2-yl)benzene-1,2,4,5-tetrayl)tetrakis(9H-carbazole-3,6-dicarbonitrile)